NC1=NC(=C(C=2N1C(N(N2)CC=2N=COC2C)=O)C2=CC(=NC(=C2)C)C)C2=CC=CC=C2 5-amino-8-(2,6-dimethyl-4-pyridinyl)-2-[(5-methyloxazol-4-yl)methyl]-7-phenyl-[1,2,4]triazolo[4,3-c]pyrimidin-3-one